N-(4-fluoro-3-methylphenyl)-1,2,4-trimethyl-5-(2-oxo-2-((1-(pyridin-4-yl)piperidin-4-yl)amino)acetyl)-1H-pyrrole-3-carboxamide FC1=C(C=C(C=C1)NC(=O)C1=C(N(C(=C1C)C(C(NC1CCN(CC1)C1=CC=NC=C1)=O)=O)C)C)C